n-octylbenzodiazole C(CCCCCCC)C1=NNC2=C1C=CC=C2